Cl.Cl.C1(CC1)N(C[C@H]1CNCC1)C1CC1 (R)-N-cyclopropyl-N-(pyrrolidin-3-ylmethyl)cyclopropylamine dihydrochloride